bis(para-aminocyclohexyl)methane trifluoroacetate FC(C(=O)O)(F)F.NC1CCC(CC1)CC1CCC(CC1)N